C(C)(C)(C)OC(NC1=NC=C(C=C1OC(F)F)C(NC1=NC(=CC=C1)C(F)F)=O)=O (3-(difluoromethoxy)-5-((6-(difluoromethyl)pyridin-2-yl)carbamoyl)pyridine-2-Yl)carbamic acid tert-butyl ester